4-[6-{[(2-hydroxyethyl)amino]methyl}-2-(2-methylbiphenyl-3-yl)[1,2,4]triazolo[1,5-a]pyridin-8-yl]butanenitrile OCCNCC=1C=C(C=2N(C1)N=C(N2)C=2C(=C(C=CC2)C2=CC=CC=C2)C)CCCC#N